CS1C(C(C(C1)=O)C)=O 1,3-dimethyl-2,4-dioxo-1,2,3,4-tetrahydrothiophene